6-(6-(2,7-diazaspiro[3.5]nonan-2-yl)pyridin-3-yl)-4-methoxypyrazolo[1,5-a]pyridine-3-carbonitrile C1N(CC12CCNCC2)C2=CC=C(C=N2)C=2C=C(C=1N(C2)N=CC1C#N)OC